O=C1C(C2=CC=CC=C2C=C1)C(=O)O oxonaphthoic acid